(3s,5s)-3-aminomethyl-6-methoxy-5-methyl-hexanoic acid NC[C@H](CC(=O)O)C[C@@H](COC)C